N-(2-aminoethyl)-3-aminopropyl-trimethyl-(ethoxy)silane NCCNCCCC[Si](OCC)(C)C